N1(N=NC=C1)C[C@@H]1C[C@H](CN1C#N)NC(=O)C=1OC(=NN1)C1=C(C=CC(=C1)OC(F)(F)F)CCC N-((3r,5s)-5-((1H-1,2,3-triazol-1-yl)methyl)-1-cyanopyrrolidin-3-yl)-5-(2-propyl-5-(trifluoromethoxy)phenyl)-1,3,4-oxadiazole-2-carboxamide